(R)-3-CHLOROLACTIC ACID ClC[C@@H](C(=O)O)O